FC(OC=1C(=CC2=C(N=C(O2)C=2C(=C(C=CC2)C2=C(C(=CC=C2)NC=2N=CC=C3C=C(C=NC23)CO)C)C)C1)CN1[C@@H](CCC1)C(=O)OC)F methyl ((5-(difluoromethoxy)-2-(3'-((3-(hydroxymethyl)-1,7-naphthyridin-8-yl)amino)-2,2'-dimethyl-[1,1'-biphenyl]-3-yl)benzo[d]oxazol-6-yl)methyl)-L-prolinate